2'-(6-amino-5-cyanopyridin-3-yl)-N-[2-(3-chloropyridin-4-yl)propan-2-yl]-5',6'-dihydrospiro[azetidine-3,4'-pyrrolo[1,2-b]pyrazole]-1-carboxamide NC1=C(C=C(C=N1)C=1C=C2N(N1)CCC21CN(C1)C(=O)NC(C)(C)C1=C(C=NC=C1)Cl)C#N